2-methyl-2-{4-[12-methyl-4-(pyridin-3-yl)-8,11,13,14,16-pentaazatetracyclo-[8.6.0.02,7.011,15]Hexadec-1(10),2,4,6,8,12,14-heptaen-16-yl]Phenyl}propionitrile CC(C#N)(C)C1=CC=C(C=C1)N1C2=NN=C(N2C=2C=NC3=CC=C(C=C3C12)C=1C=NC=CC1)C